N4-benzoyl-deoxycytidin-3'-yl-[3,4,5-tris(octadecyloxy)benzyl]succinate C(C1=CC=CC=C1)(=O)NC1=NC(N([C@H]2C[C@](O)([C@@H](CO)O2)C(C(=O)[O-])(CC(=O)[O-])CC2=CC(=C(C(=C2)OCCCCCCCCCCCCCCCCCC)OCCCCCCCCCCCCCCCCCC)OCCCCCCCCCCCCCCCCCC)C=C1)=O